COC(C1=CN=C(C=C1/C=N/O)Cl)=O (E)-6-chloro-4-((hydroxyimino)methyl)nicotinic acid methyl ester